6-ethyl-3-hexyloxy-ethylene oxide C(C)CCCC(CC)OC1CO1